N-(2-(Azetidin-1-ylmethyl)benzyl)-3,3,3-trifluoro-N-(2-oxo-2-((2'-oxo-1,1',2',3-tetrahydrospiro[indene-2,3'-pyrrolo[2,3-b]pyridin]-5-yl)amino)ethyl)propanamide N1(CCC1)CC1=C(CN(C(CC(F)(F)F)=O)CC(NC=2C=C3CC4(C(NC5=NC=CC=C54)=O)CC3=CC2)=O)C=CC=C1